CN([C@H]1CNCC1)CCCCC1=NC=2NCCCC2C=C1 (R)-N-methyl-N-(4-(5,6,7,8-tetrahydro-1,8-naphthyridin-2-yl)butyl)pyrrolidin-3-amine